ClC1=C(C(=CC(=C1)[N+](=O)[O-])C(F)(F)F)F 1-chloro-2-fluoro-5-nitro-3-(trifluoromethyl)benzene